S1SC2(CC1)CC(=O)OC(C2)=O dithiolidinediacetic anhydride